Cyclobutylidenebis[2-(5-tert-butyl-2-furyl)-4-phenyl-5-methyl-1-indenyl]zirconium dichloride [Cl-].[Cl-].C1(CCC1)=[Zr+2](C1C(=CC2=C(C(=CC=C12)C)C1=CC=CC=C1)C=1OC(=CC1)C(C)(C)C)C1C(=CC2=C(C(=CC=C12)C)C1=CC=CC=C1)C=1OC(=CC1)C(C)(C)C